C(C=C)[C@H]1[C@](CN(C1)S(NCC(C)(C)O)(=O)=O)(C(=O)OCC1=CC=CC=C1)N=[N+]=[N-] |r| (rac)-benzyl trans-4-allyl-3-azido-1-(N-(2-hydroxy-2-methylpropyl)sulfamoyl)pyrrolidine-3-carboxylate